CN1N=NC(=C1NC(O[C@H](C)C1=CC=NN1C)=O)C1=NC(=C(C=C1)NS(=O)(=O)C)C (R)-1-(1-methyl-1H-pyrazol-5-yl)ethyl (1-methyl-4-(6-methyl-5-(methylsulfonamido) pyridin-2-yl)-1H-1,2,3-triazol-5-yl)carbamate